(S)-6-(1-amino-1,3-dihydrospiro[indene-2,4'-piperidin]-1'-yl)-3-(3,4-dihydronaphthalen-1-yl)-1,5-dihydro-4H-pyrazolo[3,4-d]pyrimidin-4-one N[C@@H]1C2=CC=CC=C2CC12CCN(CC2)C=2NC(C1=C(N2)NN=C1C1=CCCC2=CC=CC=C12)=O